NC1=CC2=C(C=N1)C[C@H]1CC[C@@H]2N1C(=O)NC1=CC(=C(C=C1)Cl)Cl (5S,8R)-3-amino-N-(3,4-dichlorophenyl)-6,7,8,9-tetrahydro-5H-5,8-epiminocyclohepta[c]-pyridine-10-carboxamide